2-(4-cyclopropyl-6-methoxypyrimidin-5-yl)-8-((4-(1-isopropyl-4-(trifluoromethyl)-1H-imidazol-2-yl)bicyclo[2.2.2]oct-1-yl)methyl)-6,6-dimethyl-6H-pyrimido[5,4-b][1,4]oxazin-7(8H)-one C1(CC1)C1=NC=NC(=C1C=1N=CC=2OC(C(N(C2N1)CC12CCC(CC1)(CC2)C=2N(C=C(N2)C(F)(F)F)C(C)C)=O)(C)C)OC